ClC1=C(C=C(C=C1)C([C@@H](CO)O)=O)CC1=CC=C(C=C1)OC1CCCC1 (R)-1-(4-chloro-3-(4-(cyclopentyloxy)benzyl)phenyl)-2,3-dihydroxypropan-1-one